((4-(tert-butyl)phenyl)sulfonyl)Proline C(C)(C)(C)C1=CC=C(C=C1)S(=O)(=O)N1[C@@H](CCC1)C(=O)O